C(C)C=1C(=C(C(=C(C1CC)C)CC)O)C 3,4,6-triethyl-2,5-dimethylphenol